OC(C)C=1C=C(C=C2C(N(C(=NC12)N1C[C@@H]2C([C@@H]2C1)NC(OC(C)(C)C)=O)C)=O)C tert-butyl ((1R,5S,6s)-3-(8-(1-hydroxyethyl)-3,6-dimethyl-4-oxo-3,4-dihydroquinazolin-2-yl)-3-azabicyclo[3.1.0]hexan-6-yl)carbamate